1-(4-chloro-3-(trifluoromethyl)phenyl)-3-(2-fluoro-4-((5-(2-methoxyethoxy)-2,3-dihydro-[1,4]dioxino[2,3-f]quinolin-10-yl)oxy)phenyl)urea ClC1=C(C=C(C=C1)NC(=O)NC1=C(C=C(C=C1)OC1=CC=NC2=CC(=C3C(=C12)OCCO3)OCCOC)F)C(F)(F)F